O[C@H]1[C@@H](O)[C@@H](O)[C@H](O)[C@H](O1)CO β-D-mannpyranose